C(CCC)SC1=CC=2C(=NC(=CC2)Cl)S1 2-(Butylthio)-6-chlorothieno[2,3-b]pyridine